3-(4-methoxyphenyl)acryloyl-4-methyl-1,8-naphthyridin-2(1H)-one COC1=CC=C(C=C1)C=CC(=O)N1C(C=C(C2=CC=CN=C12)C)=O